[Na+].[Na+].P(=O)(OC1=CC(=CC=C1)C1(OOC12C1CC3CC(CC2C3)C1)OC)([O-])[O-] 3-(4-methoxyspiro{1,2-dioxetane-3,2'-tricyclo[3.3.1.1(3,7)]decane}-4-yl)phenyl phosphate disodium salt